FC=1C=C(C=CC1)COC1=CC=C(C=C1)CNC(C=C)=O N-[(4-{[(3-fluorophenyl)methyl]oxy}phenyl)methyl]prop-2-enamide